2-[(5-chloropyrazolo[4,3-d]pyrimidin-1-yl)methoxy]ethyl-trimethyl-silane ClC=1N=CC2=C(N1)C=NN2COCC[Si](C)(C)C